BrC=1C(=C2C(=NC1)N=C(N2)C2=C(N(C(=C2)C)C2=CC=CC=C2)C)NC=2C=C(C=CC2)S(=O)(=O)N 3-((6-bromo-2-(2,5-dimethyl-1-phenyl-1H-pyrrol-3-yl)-1H-imidazo[4,5-b]pyridin-7-yl)amino)benzenesulfonamide